NN=C1C2=NC=C([C@H]3[C@H](O)[C@H](O)[C@@H](CO)O3)C2=NC=N1 N6-aminodeazaadenosine